(3R)-3-Hydroxy-1-methyl-3-(3-(4-methyl-5-(1H-pyrrolo[2,3-b]pyridin-3-yl)-1-((2-(trimethylsilyl)ethoxy)methyl)-1H-pyrazol-3-yl)phenyl)pyrrolidin-2-one O[C@@]1(C(N(CC1)C)=O)C1=CC(=CC=C1)C1=NN(C(=C1C)C1=CNC2=NC=CC=C21)COCC[Si](C)(C)C